N[C@H](C(=O)NCCC(=O)N[C@H](CCC(=O)O)C(=O)O)CCN(C(CO)=O)[C@H](C(C)(C)C)C=1N(C=C(C1)C1=C(C=CC(=C1)F)F)CC1=CC=CC=C1 N-{(2S)-2-amino-4-[{(1R)-1-[1-benzyl-4-(2,5-difluorophenyl)-1H-pyrrol-2-yl]-2,2-dimethylpropyl}(glycolyl)amino]butanoyl}-β-alanyl-D-glutamic acid